COC1=C(CNC2=NC=CC(=C2OC)C2=NN(N=C2)C)C=CC(=C1)OC N-(2,4-dimethoxybenzyl)-3-methoxy-4-(2-methyl-2H-1,2,3-triazol-4-yl)pyridin-2-amine